4-methyl-N-(5-methyl-1H-indazol-4-yl)-2-[[1-(2-oxo-2-pyrrolidin-1-yl-ethyl)pyrazol-3-yl]amino]thiazole-5-carboxamide CC=1N=C(SC1C(=O)NC1=C2C=NNC2=CC=C1C)NC1=NN(C=C1)CC(N1CCCC1)=O